d,l-α-methylphenethylamine CC(CC1=CC=CC=C1)N